4-(3-(3-(2-isopropyl-5-methylphenyl)-4-oxothiazolidin-2-ylidene)ureido)phenylethan-1-aminium 2,2,2-trifluoroacetate FC(C(=O)[O-])(F)F.C(C)(C)C1=C(C=C(C=C1)C)N1C(SCC1=O)=NC(NC1=CC=C(C=C1)C(C)[NH3+])=O